N-(1-oxopropyl)propionamide O=C(CC)NC(CC)=O